(R)-(5-ethoxy-6-methyl-3,6-dihydropyrazin-1(2H)-yl)(4-fluorophenyl)methanone C(C)OC1=NCCN([C@@H]1C)C(=O)C1=CC=C(C=C1)F